di-decyl-pentaerythritol diphosphite OP(O)OP(O)O.C(CCCCCCCCC)C(O)(C(CO)(CO)CO)CCCCCCCCCC